(2R)-1,1,1-trifluoro-3-methoxy-2-(6-(2-methyl-2H-pyrazolo[3,4-b]pyridin-5-yl)thieno[2,3-b]pyridin-2-yl)-2-propanol FC([C@@](COC)(O)C1=CC=2C(=NC(=CC2)C2=CC=3C(N=C2)=NN(C3)C)S1)(F)F